N-(3-(Difluoromethyl)-1-((1R,4S)-4-((Methyl(2-(piperidin-4-yl)ethyl)amino)methyl)cyclohexyl)-1H-Pyrazol-4-yl)-5-((S)-3-hydroxypiperidin-1-yl)pyrazolo[1,5-a]pyrimidine-3-carboxamide FC(C1=NN(C=C1NC(=O)C=1C=NN2C1N=C(C=C2)N2C[C@H](CCC2)O)C2CCC(CC2)CN(CCC2CCNCC2)C)F